C(CCCC)O[Zr](OCCCCC)(OCCCCC)OCCCCC tetrapentoxyzirconium